OC(=CC=CC(=O)O)C(=C\C=C/CCCCCCCCCCC)O (±)-5,6-dihydroxy-8Z,11Z,14Z,17Z-eicosatetraenoic acid